C(C1=CC=CC=C1)C1=NN=C(O1)C(=O)[O-].[Li+] lithium 5-benzyl-1,3,4-oxadiazole-2-carboxylate